(4-(4-bromo-2,3-difluorophenyl)-4-oxobutyl)carbamic acid tert-butyl ester C(C)(C)(C)OC(NCCCC(=O)C1=C(C(=C(C=C1)Br)F)F)=O